C(C)(C)(C)OC(=O)N[C@@H]1C(C[C@H](OC1)C(=O)O)=O (2S,5S)-5-((tert-butoxycarbonyl)amino)-4-oxotetrahydro-2H-pyran-2-carboxylic acid